[Mn+3].CC(CC(C)=O)=O.CC(CC(C)=O)=O.CC(CC(C)=O)=O tris(2,4-pentanedione) manganese (III)